2-chloro-4-(4,4,5,5-tetramethyl-[1,3,2]dioxaborolan-2-yl)-pyridine ClC1=NC=CC(=C1)B1OC(C(O1)(C)C)(C)C